2,2'-{1,4,7-triazonane-1,4-diylbis[methylene(2-hydroxy-5-methyl-3,1-phenylene)methyleneazanediyl]}di(propane-1,3-diol) N1(CCN(CCNCC1)CC=1C(=C(C=C(C1)C)CNC(CO)CO)O)CC=1C(=C(C=C(C1)C)CNC(CO)CO)O